7-(1-(1-Ethoxyethyl)-1H-pyrazol-4-yl)-8-isopropoxy-[1,2,4]triazolo[1,5-c]pyrimidin-2-amine C(C)OC(C)N1N=CC(=C1)C1=C(C=2N(C=N1)N=C(N2)N)OC(C)C